(1R,3S)-3-[3-({[3-methyl-2-(methylsulfonyl)phenyl]acetyl}amino)-1H-pyrazol-5-yl]cyclopentyl (2S)-butan-2-ylcarbamate C[C@@H](CC)NC(O[C@H]1C[C@H](CC1)C1=CC(=NN1)NC(CC1=C(C(=CC=C1)C)S(=O)(=O)C)=O)=O